BrC1=CC=CC(=N1)N1CC(C1)(O)C 1-(6-bromopyridin-2-yl)-3-methylazetidin-3-ol